2,6-dibromonaphthalene-1,3,4,5,7,8-d6 BrC1=C(C=2C(=C(C(=C(C2C(=C1[2H])[2H])[2H])Br)[2H])[2H])[2H]